2-(2,6-dioxopiperidin-3-yl)-5-(4-((4-(2-((S)-4-(6-(5-isopropoxy-1H-indazol-3-yl)pyrimidin-4-yl)morpholin-2-yl)ethyl)piperazin-1-yl)methyl)piperidin-1-yl)isoindoline-1,3-dione O=C1NC(CCC1N1C(C2=CC=C(C=C2C1=O)N1CCC(CC1)CN1CCN(CC1)CC[C@H]1CN(CCO1)C1=NC=NC(=C1)C1=NNC2=CC=C(C=C12)OC(C)C)=O)=O